[(1R,2S,5E,9E,12S)-1,5,9-trimethyl-12-propan-2-yl-15-oxabicyclo[10.2.1]pentadeca-5,9-dien-2-yl]acetate C[C@]12[C@@H](CC\C(=C\CC\C(=C\C[C@](CC1)(O2)C(C)C)\C)\C)CC(=O)[O-]